((1R,5S,6s)-6-((4-(2-aminopropan-2-yl)-6-(4-fluorophenyl)pyridin-2-yl)oxy)-3-azabicyclo[3.1.0]hexan-3-yl)(4-methyl-[2,4'-bithiazol]-5-yl)methanone NC(C)(C)C1=CC(=NC(=C1)C1=CC=C(C=C1)F)OC1[C@@H]2CN(C[C@H]12)C(=O)C1=C(N=C(S1)C=1N=CSC1)C